OCOC(C=CCCCC=CC(=O)OCO)=O.O=C1NC(CCC1NC(=O)C1=NC=C(C=C1)N1CCC2(CC1)CCC(CC2)N2CCN(CC2)C2=CC=C(C=C2)[N+](=O)[O-])=O N-(2,6-dioxo-3-piperidyl)-5-[9-[4-(4-nitrophenyl)piperazin-1-yl]-3-azaspiro[5.5]undecan-3-yl]pyridine-2-carboxamide bis(hydroxymethyl)-1,3-propanediyl-diacrylate